NC(C#N)C=1C2=C(C=NC1)N=CN2C 2-amino-2-(1-methylimidazo[4,5-c]pyridin-7-yl)acetonitrile